7-deaza-8-aza-adenosine [C@@H]1([C@H](O)[C@H](O)[C@@H](CO)O1)N1N=CC=2C(N)=NC=NC12